4,5-DIAMINO-2,3-DIFLUOROBENZALDEHYDE NC1=C(C(=C(C=O)C=C1N)F)F